C(=O)(O)C(CC=1C(=O)NC(C1)=O)CCCC β-carboxyhexyl-maleimide